C(C)OC(C\C(\C(CI)(C)CI)=N/OCC(=O)NC1=CC(=CC(=C1)C)C)=O (E)-3-((2-((3,5-dimethylphenyl)amino)-2-oxoethoxy)imino)-5-iodo-4-(iodomethyl)-4-methylpentanoic acid ethyl ester